2-hydroxy-3-n-tetradecanethiol OC(C)C(CCCCCCCCCCC)S